Boc-1-(6-methoxy-2-naphthylmethyl)hydrazine C(=O)(OC(C)(C)C)N(N)CC1=CC2=CC=C(C=C2C=C1)OC